2-(1-(4-(4-Carboxyphenyl)-1H-pyrazol-1-yl)-2-((1S*,2S*)-2-(ethoxycarbonyl)cyclopropyl)ethyl)-5-(5-chloro-2-(1H-tetrazol-1-yl)phenyl)pyridine 1-oxide C(=O)(O)C1=CC=C(C=C1)C=1C=NN(C1)C(C[C@H]1[C@H](C1)C(=O)OCC)C1=[N+](C=C(C=C1)C1=C(C=CC(=C1)Cl)N1N=NN=C1)[O-] |o1:16,17|